[Ce].[Rh] Rhodium cerium